C1(=CC=CC=C1)C=1N(OC=CC1)S(=O)(=O)C1=CC=CC=C1 3-phenyl-2-phenylsulfonyl-1,2-oxazine